pyrazole-1-carboxamidine, hydrochloride Cl.N1(N=CC=C1)C(=N)N